7H-Benzo[c]fluorene C1=CC=CC=2C=CC=3CC=4C=CC=CC4C3C21